O[C@H]1[C@@H](OC(=C[C@@H]1O)C(=O)O)OC1=NC2=C(C=3CCCCC13)C(=NN2C)[C@@H]2CN(CC2)CCC (2S,3R,4S)-3,4-dihydroxy-2-((3-methyl-1-((S)-1-propylpyrrolidin-3-yl)-6,7,8,9-tetrahydro-3H-pyrazolo[3,4-c]isoquinolin-5-yl)oxy)-3,4-dihydro-2H-pyran-6-carboxylic acid